CN(CCOC=1C(=CC=2N(N1)C(=CN2)C=2C=NC=C(C(=O)NC)C2)C=2C=NN(C2)C)C 5-(6-(2-(Dimethylamino)ethoxy)-7-(1-methyl-1H-pyrazol-4-yl)imidazo[1,2-b]pyridazin-3-yl)-N-methylnicotinamide